O=C1N(CC2=CC(=CC=C12)C1=CC2=C(C=N1)C=CN2)C2C(NC(CC2)=O)=O 3-(1-oxo-5-(1H-pyrrolo[3,2-c]pyridin-6-yl)isoindolin-2-yl)piperidine-2,6-dione